4-(2,2,2-trichloroethyl) 1-(6-(trifluoromethyl)-1,2,3,4-tetrahydronaphthalen-1-yl) 2-methylenesuccinate C=C(C(=O)OC1CCCC2=CC(=CC=C12)C(F)(F)F)CC(=O)OCC(Cl)(Cl)Cl